benzyl 4-(4-(5-((2-chlorobenzyl)oxy)pyridin-3-yl)-1H-pyrazol-1-yl)piperidine-1-carboxylate ClC1=C(COC=2C=C(C=NC2)C=2C=NN(C2)C2CCN(CC2)C(=O)OCC2=CC=CC=C2)C=CC=C1